C(C(C)C)[C@H]1C(N(CCN1)[C@H](C(=O)N1CCC(CC1)CC(=O)N)CC1CC1)=O (1-{(S)-2-{(S)-3-Isobutyl-2-oxo-1-piperazinyl}-3-cyclopropylpropionyl}-4-piperidyl)acetamide